C(C)(C)(C)OC(=O)N[C@@H](CC(=O)OC)C(=O)N[C@H](C(=O)OC)CSC([2H])([2H])[2H] methyl (S)-3-((tert-butoxycarbonyl) amino)-4-(((R)-1-methoxy-3-((methyl-d3) thio)-1-oxopropan-2-yl) amino)-4-oxobutanoate